S=C1C=CC=C2C3=CC=CC=C3C=C12 thionofluorene